C(C)(=O)OC=1C=C(C(=O)Cl)C=C(C1)OC(C)=O 3,5-diacetoxybenzoyl chloride